CN1C(=NN=C1)C1=C(C=CC(=C1)C#N)C1=CC=CC=C1 2-(4-methyl-4H-1,2,4-triazol-3-yl)-[1,1'-biphenyl]-4-carbonitrile